C(C)C1=NC(=C2N1CCN(C2)C(C)=O)C=2C=CC=C1C=C(N=CC21)C=2C=NC(=CC2)O 1-(3-ethyl-1-(3-(6-hydroxypyridin-3-yl)isoquinolin-8-yl)-5,6-dihydroimidazo[1,5-a]pyrazin-7(8H)-yl)ethan-1-one